C(CC=C)NC1=NC=CC(=N1)NC(C1=C(C=C(C=C1)I)F)=O N-(2-(but-3-en-1-ylamino)pyrimidin-4-yl)-2-fluoro-4-iodobenzamide